(R)-N-(4-ethoxy-2-(4-methylpiperazin-1-yl)-5-((6-(3-(3-phenoxy-phenyl)isoxazolidin-2-yl)pyrimidin-4-yl)amino)-phenyl)acrylamide C(C)OC1=CC(=C(C=C1NC1=NC=NC(=C1)N1OCC[C@@H]1C1=CC(=CC=C1)OC1=CC=CC=C1)NC(C=C)=O)N1CCN(CC1)C